1-((6-acryloyl-2,6-diazaspiro[3.3]heptane-2-yl)sulfonyl)piperidine C(C=C)(=O)N1CC2(CN(C2)S(=O)(=O)N2CCCCC2)C1